NC=1C=C(C=C2C=C(N=CC12)NC(=O)[C@H]1[C@H](C1)F)C1=CC(NC=C1C)=O |r| (+-)-cis-N-[8-amino-6-(5-methyl-2-oxo-1H-pyridin-4-yl)-3-isoquinolinyl]-2-fluoro-cyclopropanecarboxamide